6-methoxy-N-(2-(4-methylpiperazin-1-yl)-5-(4-((3-morpholinopropyl)carbamoyl)-1H-1,2,3-triazol-1-yl)phenyl)-2-(trifluoromethyl)nicotinamide COC1=NC(=C(C(=O)NC2=C(C=CC(=C2)N2N=NC(=C2)C(NCCCN2CCOCC2)=O)N2CCN(CC2)C)C=C1)C(F)(F)F